C(C)(CC)OC(CCCCCCCC=CCCCC)=O 9-tetradecenoic acid sec-butyl ester